3,7-bis(dimethylamino)-5-ethoxy-10H-acridophosphine 5-oxide CN(C=1C=CC=2CC3=CC=C(C=C3P(C2C1)(OCC)=O)N(C)C)C